BrC1=C2C=C(C=C(C2=C(C(=C1F)F)OC)O)O 5-bromo-6,7-difluoro-8-methoxynaphthalene-1,3-diol